α-methylferrocenemethanol CC([C-]1C=CC=C1)O.[CH-]1C=CC=C1.[Fe]